4-(3-(3,7-diazabicyclo[3.3.1]nonane-3-carbonyl)-1-(p-tolyl)-1H-pyrazole-5-yl)benzonitrile C12CN(CC(CNC1)C2)C(=O)C2=NN(C(=C2)C2=CC=C(C#N)C=C2)C2=CC=C(C=C2)C